C(C1=CC=CC=C1)OC1=C(C(=O)OCC2=CC=CC=C2)C(=CC(=C1)OCC1=CC=CC=C1)I Benzyl 2,4-bis(benzyloxy)-6-iodobenzoate